2-(1-(5-cyano-2-methyl-2,10-dihydro-4H-benzo[b]pyrazolo[4,3-e][1,4]oxazepin-4-yl)ethyl)-5-hydroxy-N-(isoxazol-4-yl)-1-methyl-6-oxo-1,6-dihydropyrimidine-4-carboxamide C(#N)C1=CC=CC=2OCC=3C(N(C21)C(C)C=2N(C(C(=C(N2)C(=O)NC=2C=NOC2)O)=O)C)=CN(N3)C